1-(methyl)-2,3,4,4a,6,7-hexahydro-8-oxa-3,5a,9,13c-tetraazanaphtho[3,2,1-de]anthracene CC1CNCC2CN3CCOC=4N=C5C=CC=CC5=C(C34)N12